COC1CC2(CN(C2)C2=CC=C(C(=N2)OCCCN)[N+](=O)[O-])C1 3-((6-(6-methoxy-2-azaspiro[3.3]hept-2-yl)-3-nitropyridin-2-yl)oxy)propan-1-amine